methane aluminum [Al].C